1-(3-bromo-5-fluoro-4-methoxyphenyl)propan-1-one BrC=1C=C(C=C(C1OC)F)C(CC)=O